(2R,6R)-4-({2-[(2-chloro-6-methylpyridin-3-yl)oxy]-6-fluorophenyl}methyl)-6-methyl-1-(2-methylpropanoyl)-N-{[4-(pyrimidin-2-yl)phenyl]methyl}piperazine-2-carboxamide ClC1=NC(=CC=C1OC1=C(C(=CC=C1)F)CN1C[C@@H](N([C@@H](C1)C)C(C(C)C)=O)C(=O)NCC1=CC=C(C=C1)C1=NC=CC=N1)C